[4-(6-amino-5-chloro-pyrimidin-4-yl)oxy-3-fluoro-phenyl]-1-(3-chloro-2-pyridinyl)-5-(trifluoromethyl)pyrazole-4-carboxamide DIMETHYL-ADIPIMIDATE HCL Cl.COC(CCCCC(OC)=N)=N.NC1=C(C(=NC=N1)OC1=C(C=C(C=C1)C1=NN(C(=C1C(=O)N)C(F)(F)F)C1=NC=CC=C1Cl)F)Cl